B(OC)(OC=1SC=CC1C=O)[O-] Methyl (3-formylthiophen-2-yl) borate